amino alcohol NO